FC(F)(F)C1=CC=CC2=NC(N=C21)=O Trifluoromethyl-benzimidazoleOne